ClC1=C2C(N(C(=NC2=CC=C1)[C@H](C)O)C1=CC=CC=C1)=O (S)-5-chloro-2-(1-hydroxyethyl)-3-phenylquinazolin-4(3H)-one